1-(4-isopropylphenyl)2-hydroxy-2-Methylpropan-1-one C(C)(C)C1=CC=C(C=C1)C(C(C)(C)O)=O